1-((1R,5S)-3-(8-fluoro-7-(3-hydroxynaphthalen-1-yl)-2-(((S)-1-methylpyrrolidin-2-yl)methoxy)quinazolin-4-yl)-3,8-diazabicyclo[3.2.1]octan-8-yl)-2-(1-methyl-1H-pyrazol-4-yl)ethan-1-one FC=1C(=CC=C2C(=NC(=NC12)OC[C@H]1N(CCC1)C)N1C[C@H]2CC[C@@H](C1)N2C(CC=2C=NN(C2)C)=O)C2=CC(=CC1=CC=CC=C21)O